(6-bromo-5-fluoro-3-pyridinyl)-N-(5,6-difluoro-1H-indol-3-yl)triazole-4-carboxamide BrC1=C(C=C(C=N1)C1=C(N=NN1)C(=O)NC1=CNC2=CC(=C(C=C12)F)F)F